tert-butyl ((1r,4r)-4-((8-cyanoquinoxalin-5-yl)oxy)cyclohexyl)carbamate C(#N)C=1C=CC(=C2N=CC=NC12)OC1CCC(CC1)NC(OC(C)(C)C)=O